FC=1C=C2C(C(=CN3C2=C(C1F)OCC3C)CN([C@@H]3CN(CCC3)C=3C=CC(=NC3)C(=O)N)CC3=CC(=NC=C3)C)=O 5-((3S)-3-(((9,10-difluoro-3-methyl-7-oxo-3,7-dihydro-2H-[1,4]oxazino[2,3,4-ii]quinolin-6-yl)methyl)((2-methylpyridin-4-yl)methyl)amino)piperidin-1-yl)picolinamide